1-methansulfonyl-4-(trifluoromethyl)piperidin CS(=O)(=O)N1CCC(CC1)C(F)(F)F